1-(2,6-dimethoxyphenyl)-imidazole COC1=C(C(=CC=C1)OC)N1C=NC=C1